[Zn+2].C(=O)[O-].C(=O)[O-] formate zinc